C(=C)OO[Si](C(C)(C)C)(C(C)(C)C)C(C)(C)C vinyl-tri-t-butyl-peroxysilane